3,4,7,15-tetraazatricyclo[12.3.1.02,6]Octadecan-1(18),2(6),4,14,16-pentaen-8-one trifluoroacetate salt FC(C(=O)O)(F)F.C1=2C=3NN=CC3NC(CCCCCC(=NC=C1)C2)=O